N(/N)=C(\C(C)C)/C1=CC=C(C=C1)O (Z)-4-(1-hydrazineylidene-2-methylpropyl)phenol